ClC1=CC=C(C=C1)C(O)C=1C(=NC=CC1)C#N ((4-chlorophenyl)(hydroxy)methyl)picolinonitrile